C(C1=CC=CC=C1)OC1=CC(=NC(=C1)OCC1OCCCC1)C#CC1=CC=C(C=C1)CCC 4-(Benzyloxy)-2-((4-propylphenyl)ethynyl)-6-((tetrahydro-2H-pyran-2-yl)methoxy)pyridine